1,3-Diphenylpropylene C1(=CC=CC=C1)C=CCC1=CC=CC=C1